[3,5-Dichloro-4-[8-(2-fluoro-4-methoxycarbonyl-5-morpholin-4-ylphenyl)-2,4-dihydro-1,3-benzoxazine-3-carbonyl]phenyl]boronic acid ClC=1C=C(C=C(C1C(=O)N1COC2=C(C1)C=CC=C2C2=C(C=C(C(=C2)N2CCOCC2)C(=O)OC)F)Cl)B(O)O